C1(=CC=CC2=CC3=CC=CC=C3C=C12)C(CCC)=O 1-anthryl-1-butanone